C(C)(C)(C)C1=CC=C(C=C1)N1C=CC=2N=C(N=CC21)N 5-(4-(tert-butyl)phenyl)-5H-pyrrolo[3,2-d]pyrimidin-2-amine